3-chloro-4-methyl-5-((1-methylpyrrolidin-3-yl)methoxy)aniline ClC=1C=C(N)C=C(C1C)OCC1CN(CC1)C